methyl 1-amino-3-methylcyclohexanecarboxylate hydrochloride Cl.NC1(CC(CCC1)C)C(=O)OC